OC[C@H]1CNCCO1 (R)-2-hydroxymethylmorpholine